1,1,1,3,3,3-hexafluoropropan-2-yl (S)-1-(((6-(trifluoromethyl)pyridin-2-yl)methyl)carbamoyl)-6-azaspiro[2.5]octane-6-carboxylate FC(C1=CC=CC(=N1)CNC(=O)[C@H]1CC12CCN(CC2)C(=O)OC(C(F)(F)F)C(F)(F)F)(F)F